ClC1=CC=C(C(=N1)C(=O)N)O[C@H](C)C=1C=C(C=C2C(C(=C(OC12)C1=CC2=C(OCCO2)C=C1)C)=O)C 6-Chloro-3-[(1R)-1-[2-(2,3-dihydro-1,4-benzodioxin-6-yl)-3,6-dimethyl-4-oxo-chromen-8-yl]ethoxy]pyridine-2-carboxamide